N-(4-((2-(1,1-difluoroethyl)-6-methylpyrimidin-4-yl)amino)-5-(2-isopropylthiazol-4-yl)pyridin-2-yl)acetamide FC(C)(F)C1=NC(=CC(=N1)NC1=CC(=NC=C1C=1N=C(SC1)C(C)C)NC(C)=O)C